Tert-butyl (S)-4-(6,7-dichloropyrido[2,3-d]pyrimidin-4-yl)-3-methyl-piperazine-1-carboxylate ClC1=CC2=C(N=CN=C2N2[C@H](CN(CC2)C(=O)OC(C)(C)C)C)N=C1Cl